C(C=C)N1N(C2=NC(=NC=C2C1=O)S(=O)C)C1=CC=C2C(=N1)[C@@](CC2)(O)CC 2-allyl-1-((R)-7-ethyl-7-hydroxy-6,7-dihydro-5H-cyclopenta[b]pyridin-2-yl)-6-(methylsulfinyl)-1,2-dihydro-3H-pyrazolo[3,4-d]pyrimidin-3-one